N1(CCCC1)C1=CC=NC2=C(C=CC=C12)O 4-(Pyrrolidin-1-yl)quinolin-8-ol